N1N=CC2=C(C=CC=C12)N1N=C2N=C(N=CC2=C1)N1CCC2(CC1)[C@@H](C1=CC=CC=C1C2)N (S)-1'-(2-(1H-indazol-4-yl)-2H-pyrazolo[3,4-d]pyrimidin-6-yl)-1,3-dihydrospiro[inden-2,4'-piperidin]-1-amine